(S)-5-(2-hydroxybutan-2-yl)-1-(pyridin-4-yl)-4,6,7,8-tetrahydro-3H-9-oxa-2-thia-4-azabenzo[cd]azulen-3-one O[C@@](C)(CC)C=1NC(C=2SC(=C3OCCCC1C23)C2=CC=NC=C2)=O